(S)-(-)-α-Methyl-valine C[C@](N)(C(C)C)C(=O)O